C12N(CC(NC1)CC2)C=2C1=C(N=C(N2)OC([2H])([2H])C23CCCN3CCC2)C(N(C(=C1)C(F)(F)F)C1=CC(=CC2=CC=C(C(=C12)F)F)O)=O 4-(2,5-Diazabicyclo[2.2.2]octan-2-yl)-7-(7,8-difluoro-3-hydroxynaphthalen-1-yl)-2-((tetrahydro-1H-pyrrolizin-7a(5H)-yl)methoxy-d2)-6-(trifluoromethyl)pyrido[3,4-d]pyrimidin-8(7H)-one